C[C@H](C1=CC=CC=C1)N (R)-α-methylbenzylamine